Oleonitrile C(CCCCCCC\C=C/CCCCCCCC)#N